FC1=C(C=CC=C1)NC(C(=O)N1CC2(CC2)C[C@H]1C(=O)N[C@@H](C[C@H]1C(NCC1)=O)C(CO)=O)=O (S)-5-(2-((2-fluorophenyl)amino)-2-oxoacetyl)-N-((S)-4-hydroxy-3-oxo-1-((S)-2-oxopyrrolidin-3-yl)butan-2-yl)-5-azaspiro[2.4]heptane-6-carboxamide